N1C(=O)NC(=O)C(C)C1 5,6-dihydrothymine